C(C1=CC=CC=C1)(=O)O[C@H](C)C1=CC2=C(N=C(N=C2)NCC2CCNCC2)C(=N1)NC(C)C (R)-1-(8-(isopropylamino)-2-((piperidin-4-ylmethyl)amino)pyrido[3,4-d]pyrimidin-6-yl)ethyl benzoate